N=1N(N=C2C1C=CC=C2)C2=C(C(=CC(=C2)CCCCCCCCC)CCCCCCCCCCCC)O 2-(2H-benzotriazol-2-yl)-6-dodecyl-4-nonylphenol